2-(4-((tertbutyldimethylsilyl)oxy)-2-methylbutan-2-yl)-3,5-dimethylphenyl (S)-2-(6-methoxynaphthalen-2-yl)propanoate COC=1C=C2C=CC(=CC2=CC1)[C@@H](C(=O)OC1=C(C(=CC(=C1)C)C)C(C)(CCO[Si](C)(C)C(C)(C)C)C)C